6-(alpha-hydroxybutyl)-9-benzylpurine OC(CCC)C1=C2N=CN(C2=NC=N1)CC1=CC=CC=C1